beryllium-beryllium [Be].[Be]